tert-butyl 3-(2-(3-((2-(((benzyloxy)carbonyl)amino)-4-(pyrazin-2-yl)butanamido)methyl)-4-methylphenoxy)ethyl)piperidine-1-carboxylate C(C1=CC=CC=C1)OC(=O)NC(C(=O)NCC=1C=C(OCCC2CN(CCC2)C(=O)OC(C)(C)C)C=CC1C)CCC1=NC=CN=C1